NC1=C(C=C(C=N1)C=1C=C2N(N1)CC[C@]21CN(CC1)C(=O)NC1(CCC1)C1=C(C=CC=C1)Cl)C#N |r| (rac)-2'-(6-amino-5-cyanopyridin-3-yl)-N-[1-(2-chlorophenyl)cyclobutyl]-5',6'-dihydrospiro[pyrrolidine-3,4'-pyrrolo[1,2-b]pyrazole]-1-carboxamide